FC=1C=C(C2=C(NC([C@H](O2)C)=O)C1)F (2R)-6,8-difluoro-2-methyl-2,4-dihydro-1,4-benzoxazin-3-one